(E)-1-(3-((2-(aminomethyl)-3-fluoroallyl)oxy)-2-chlorobenzyl)-2-thioxo-1,2,3,5-tetrahydro-4H-pyrrolo[3,2-d]pyrimidin-4-one hydrochloride Cl.NC/C(/COC=1C(=C(CN2C(NC(C3=C2C=CN3)=O)=S)C=CC1)Cl)=C\F